COC1=CC=C(C=C1)S=S(=O)([O-])C1=CC=CC=C1 S-(4-methoxyphenyl)-thiobenzenesulfonate